(E)-2,4-difluoro-N-(2-methoxy-5-(4-(4-(4-oxopent-2-enoyl)piperazin-1-yl)quinazolin-6-yl)pyridin-3-yl)benzenesulfonamide p-toluenesulfonate salt CC1=CC=C(C=C1)S(=O)(=O)O.FC1=C(C=CC(=C1)F)S(=O)(=O)NC=1C(=NC=C(C1)C=1C=C2C(=NC=NC2=CC1)N1CCN(CC1)C(\C=C\C(C)=O)=O)OC